5-butyl 1-cyclohexyl (t-butoxycarbonyl)-L-glutamate C(C)(C)(C)OC(=O)N[C@@H](CCC(=O)OCCCC)C(=O)OC1CCCCC1